3-chloro-N-(3-phenylprop-2-yn-1-yl)aniline ClC=1C=C(NCC#CC2=CC=CC=C2)C=CC1